2-methyl-4-(5-nitro-6-(thiophene-3-yl)-1H-indazol-1-yl)butan-2-ol CC(C)(CCN1N=CC2=CC(=C(C=C12)C1=CSC=C1)[N+](=O)[O-])O